(1R)-6-bromo-1-ethyl-1-oxo-isothiazolo[4,5-b]pyridin-3-one BrC=1C=C2C(=NC1)C(NS2(=O)CC)=O